C1(=CC=CC=C1)C1=CC(=CN1)S(=O)(=O)NC=1SC(=CN1)C(F)(F)F 5-phenyl-N-[5-(trifluoromethyl)-1,3-thiazol-2-yl]-1H-pyrrole-3-sulfonamide